6-(3-(piperidin-4-ylthio)-1,2,4-triazin-6-yl)isoquinolin-7-ol N1CCC(CC1)SC=1N=NC(=CN1)C=1C=C2C=CN=CC2=CC1O